N1(N=CN=C1)CCOC1=NC2=C(C(=CC=C2C(=N1)N1C[C@H]2CC[C@@H](C1)N2)C2=CC=CC1=CC=CC=C21)F 4-(2-(2-(1H-1,2,4-triazol-1-yl)ethoxy)-4-((1R,5S)-3,8-diazabicyclo[3.2.1]octan-3-yl)-8-fluoroquinazolin-7-yl)naphthalen